N-methyl-1,1-dioxo-N-{(1S)-2,2,2-trifluoro-1-[4-({7-[(1R)-1-methoxyethyl]-2-methyl[1,3]thiazolo[5,4-b]pyridin-6-yl}amino)phenyl]ethyl}-1λ6-thiane-4-carboxamide CN(C(=O)C1CCS(CC1)(=O)=O)[C@H](C(F)(F)F)C1=CC=C(C=C1)NC=1C(=C2C(=NC1)SC(=N2)C)[C@@H](C)OC